5-tribromomethyl-1H-benzotriazole BrC(C1=CC2=C(NN=N2)C=C1)(Br)Br